sodium mannitol 1-(tert-butyl)3-methyl-(S)-4-(4-((tert-butoxycarbonyl)amino)-3'-hydroxy-5'-(trifluoromethyl)-[1,1'-biphenyl]-3-carbonyl)piperazine-1,3-dicarboxylate C(C)(C)(C)[C@@H]1N(CCN(C1(C(=O)[O-])C)C(=O)C=1C=C(C=CC1NC(=O)OC(C)(C)C)C1=CC(=CC(=C1)C(F)(F)F)O)C(=O)OC[C@@H](O)[C@@H](O)[C@H](O)[C@H](O)CO.[Na+]